C(C)OC(=O)C=1C=C(C2=C(SC=C2C)C1)CCO 4-(2-Hydroxyethyl)-3-methylbenzo[b]thiophene-6-carboxylic acid ethyl ester